C1(CCCCC1)CCNC(C1=CN=C(C(=C1)NC1=NN(C2=NC(=NC=C21)NC2=CC(=NC=C2)N2CCN(CC2)CCO)C)C)=O N-(2-cyclohexylethyl)-5-((6-((2-(4-(2-hydroxyethyl)piperazin-1-yl)pyridin-4-yl)amino)-1-methyl-1H-pyrazolo[3,4-d]pyrimidin-3-yl)amino)-6-methylnicotinamide